3-(benzyloxy)-2-((2-oxo-4-(o-tolyl)-2H-chromen-7-yl)oxy)propanoic acid C(C1=CC=CC=C1)OCC(C(=O)O)OC1=CC=C2C(=CC(OC2=C1)=O)C1=C(C=CC=C1)C